tertiary butyl-sulfonic acid sodium salt [Na+].C(C)(C)(C)S(=O)(=O)[O-]